[([2,6-dimethoxy-4-[2-methyl-7-(methylcarbamoyl)-1-oxo-6,8-dihydro-5H-2,7-naphthyridin-4-yl]phenyl]methyl)(methyl)amino]acetic acid COC1=C(C(=CC(=C1)C1=CN(C(C=2CN(CCC12)C(NC)=O)=O)C)OC)CN(C)CC(=O)O